2-chloro-6-methylpyridine-3,4-diamine ClC1=NC(=CC(=C1N)N)C